D-α-methylalanine CC(N)(C)C(=O)O